2-(6-fluoro-1-methyl-3-(1-(trifluoromethyl)cyclopropyl)-1H-indazol-4-yl)-2-(3-((5-(5,6,7,8-tetrahydro-1,8-naphthyridin-2-yl)pentyl)oxy)azetidin-1-yl)acetic acid FC1=CC(=C2C(=NN(C2=C1)C)C1(CC1)C(F)(F)F)C(C(=O)O)N1CC(C1)OCCCCCC1=NC=2NCCCC2C=C1